7-fluoro-2-((2R,4S)-2-fluoro-4-((6-oxo-5-(trifluoromethyl)-1,6-dihydropyridazin-4-yl)amino)pentyl)-6-(5-(trifluoromethyl)pyrimidin-2-yl)isoquinolin-1(2H)-one FC1=C(C=C2C=CN(C(C2=C1)=O)C[C@@H](C[C@H](C)NC=1C=NNC(C1C(F)(F)F)=O)F)C1=NC=C(C=N1)C(F)(F)F